3-((6-chloro-4-(4-(hydroxymethyl)-4-methylpiperidin-1-yl)pyridin-3-yl)ethynyl)tetrahydrothiophene-1,1-dioxide ClC1=CC(=C(C=N1)C#CC1CS(CC1)(=O)=O)N1CCC(CC1)(C)CO